OC(CN1C(N(C(C(=C1)/C(/C)=N/OC(C)C)=O)C[C@H](C)NC(C(C)C)=O)=O)C1=C(C=CC=C1)OC(F)(F)F N-((2S)-1-(3-(2-hydroxy-2-(2-(trifluoromethoxy)phenyl)ethyl)-5-((E)-1-(isopropoxyimino)ethyl)-2,6-dioxo-3,6-dihydropyrimidin-1(2H)-yl)propan-2-yl)isobutyramide